CC1=CC=C(C=C1)S(=O)(=O)S(=O)(=O)O p-methylsulfosulfonylbenzene